C(C)(C)(C)C1=CC=C(C=C1)N(C(=O)[C@@H]1NCCC1)C(C(=O)NCC(C)(C)O)C=1C=NC=CC1 (2R)-N-(4-(tert-butyl)phenyl)-N-(2-((2-hydroxy-2-methylpropyl)amino)-2-oxo-1-(pyridin-3-yl)ethyl)pyrrolidine-2-carboxamide